C(C)(C)C=1NC=C(C1C(=O)OCC(CO)(CO)CO)C 3-hydroxy-2,2-bis(hydroxymethyl)propyl 2-isopropyl-4-methyl-1H-pyrrole-3-carboxylate